NC1=NC(=NC2=C(C=CC=C12)C=1C=C(C=CC1)NC(C=C)=O)NC1=CC=C(C=C1)N1CCOCC1 N-(3-(4-amino-2-((4-morpholinylphenyl)amino)quinazolin-8-yl)phenyl)acrylamide